C(C)OC(C)=O.C1(CC(C(CC1)C(C)C)C(=O)N)C (p-menthane-3-carboxamide) ethyl-acetate